Ethyl 7-(2-(((2S,4R)-1-((S)-2-(1-fluorocyclopropanecarboxamido)-3,3-dimethylbutanoyl)-4-hydroxypyrrolidine-2-carboxamido)methyl)-5-(4-methylthiazol-5-yl)phenoxy)heptanoate FC1(CC1)C(=O)N[C@H](C(=O)N1[C@@H](C[C@H](C1)O)C(=O)NCC1=C(OCCCCCCC(=O)OCC)C=C(C=C1)C1=C(N=CS1)C)C(C)(C)C